Fmoc-trityl-L-Histidine C(=O)(OCC1C2=CC=CC=C2C2=CC=CC=C12)N([C@@H](CC1=CNC=N1)C(=O)O)C(C1=CC=CC=C1)(C1=CC=CC=C1)C1=CC=CC=C1